CN(C(OC(C)(C)C)=O)CC1CCC(CC1)C(=O)N1CCN(CC1)C1=CC=NC=C1 tert-Butyl methyl(((1s,4s)-4-(4-(pyridin-4-yl)piperazine-1-carbonyl)cyclohexyl)methyl)carbamate